C(C)(C)(C)NS(=O)(=O)C1=CC=C(C=C1)NC(=O)C1N(CC2=CC=NC=C2C1)C(C1=CC=C(C=C1)F)=O N-(4-(N-tert-butylsulfamoyl)phenyl)-2-(4-fluorobenzoyl)-1,2,3,4-tetrahydro-2,6-naphthyridine-3-carboxamide